4-(3-chlorophenyl)-3,4-dihydronaphthalen-2(1H)-one ClC=1C=C(C=CC1)C1CC(CC2=CC=CC=C12)=O